3-((2-amino-3-methylpyridin-4-yl)methoxy)-5-(2,5-dimethyl-1,2,3,4-tetrahydroisoquinolin-7-yl)pyrazin-2-amine NC1=NC=CC(=C1C)COC=1C(=NC=C(N1)C1=CC(=C2CCN(CC2=C1)C)C)N